N-methyl-2-(trifluoromethyl)-4,5,6,7-tetrahydrobenzothiophen-6-amine hydrochloride Cl.CNC1CC2=C(C=C(S2)C(F)(F)F)CC1